stearyl 15-hydroxystearate OC(CCCCCCCCCCCCCC(=O)OCCCCCCCCCCCCCCCCCC)CCC